[K].NCC1=CC=C(C=C1)CN 1,4-bis(aminomethyl)benzene potassium